N-((2-(4-(7-chloro-1-methyl-2,3-dioxo-2,3-dihydropyrido[2,3-b]pyrazine-4(1H)-yl)piperidin-1-yl)pyrimidin-5-yl)methyl)-N-methylcyclopropanecarboxamide ClC1=CC2=C(N(C(C(N2C)=O)=O)C2CCN(CC2)C2=NC=C(C=N2)CN(C(=O)C2CC2)C)N=C1